tert-butyl 3-(4-cyanophenyl)-1,2-oxaziridine-2-carboxylate C(#N)C1=CC=C(C=C1)C1N(O1)C(=O)OC(C)(C)C